N-(4-{1-[(pyridin-3-yl)carbonyl]piperidin-4-yl}butyl)imidazo[1,2-a]pyridine-6-carboxamide N1=CC(=CC=C1)C(=O)N1CCC(CC1)CCCCNC(=O)C=1C=CC=2N(C1)C=CN2